N-(2-amino-5-(thiophen-2-yl)phenyl)-7-azido-heptanamide NC1=C(C=C(C=C1)C=1SC=CC1)NC(CCCCCCN=[N+]=[N-])=O